ONC(=O)C1=CC2=C(OCCN2CC2=CC=C(C=C2)C)C=C1 N-hydroxy-4-(4-methylbenzyl)-3,4-dihydro-2H-benzo[b][1,4]oxazine-6-carboxamide